C(CCCCCCC)C1=CC=CC=2SC3=CC=CC=C3NC12 1-octylphenothiazine